SC1=C(C(=O)NCCCC[C@@H](C=2NC(=CN2)C2=CC3=CC=CC=C3C=C2)NC(=O)C2=CN=CS2)C=CC=N1 (S)-N-(5-(2-mercaptonicotinamido)-1-(5-(naphthalen-2-yl)-1H-imidazol-2-yl)pentyl)thiazole-5-carboxamide